ClC=1C=C(C(=C(C1)NC(OCC)=O)I)OCCC#CCC ethyl (5-chloro-3-(hex-3-yn-1-yloxy)-2-iodophenyl)carbamate